2-[METHYL(PROP-2-YN-1-YL)AMINO]ACETIC ACID CN(CC(=O)O)CC#C